C1(CC1)[C@H](CP(O)(=O)C)C1=CC(=CC=C1)OCC1=CC(=C(C=C1)C1=CC(=CC=C1)OC)[C@H](C(C)(C)C)OC ((S)-2-cyclopropyl-2-(3-((3'-methoxy-2-((S)-1-methoxy-2,2-dimethylpropyl)-[1,1'-biphenyl]-4-yl)methoxy)phenyl)ethyl)(methyl)phosphinic acid